C(C)(=O)O.N1CC(C(CC1)NC(C(F)(F)F)=O)NC(C(F)(F)F)=O N,N'-(piperidine-3,4-diyl)bis(2,2,2-trifluoroacetamide), acetic acid salt